3-(N-(benzo[d][1,3]dioxol-5-yl)sulfamoyl)-N-(4-(difluoromethoxy)phenyl)benzamide O1COC2=C1C=CC(=C2)NS(=O)(=O)C=2C=C(C(=O)NC1=CC=C(C=C1)OC(F)F)C=CC2